((5-bromopentyl)oxy)benzonitrile BrCCCCCOC1=C(C#N)C=CC=C1